ClC=1C=C(C=CC1)C(CN(C)CC1CC1)O 1-(3-Chlorophenyl)-2-((cyclopropylmethyl)(methyl)amino)ethan-1-ol